C(#N)C1=CC=C(CN2CCN(CC2)C(C(=O)NC2=NC=C(C=C2)OC2=CC=C(C=C2)F)C)C=C1 2-(4-(4-cyanobenzyl)piperazin-1-yl)-N-(5-(4-fluorophenoxy)pyridin-2-yl)propanamide